4-fluoro-3-phenyl-1H-pyrazol-5-amine FC=1C(=NNC1N)C1=CC=CC=C1